penta-2,4-diene CC=CC=C